(E)-2-decen-1-aldehyde C(\C=C\CCCCCCC)=O